methyl-1,3-cyclopentadiene CC1=CC=CC1